Cl.C(=CC1=CC=CC=C1)CN(CCC[Si](OC)(OC)OC)CCN 3-(N-Styrylmethyl-2-aminoethylamino)-propyltrimethoxysilane hydrochloride